CN1C(=NN=C1)[C@@H]1[C@@H](C1)C=1C=C(N)C=CC1 3-((1r,2s)-2-(4-methyl-4H-1,2,4-triazol-3-yl)cyclopropyl)aniline